N-(5-(4-nitrophenyl)-1,3,4-oxadiazol-2-yl)-2-(4-chlorophenoxy)benzamide [N+](=O)([O-])C1=CC=C(C=C1)C1=NN=C(O1)NC(C1=C(C=CC=C1)OC1=CC=C(C=C1)Cl)=O